1-(5-Fluoropyridin-2-yl)-5-(trifluoromethyl)-1H-pyrazole-4-carboxylic acid ethyl ester C(C)OC(=O)C=1C=NN(C1C(F)(F)F)C1=NC=C(C=C1)F